5-azaspiro[3.4]octane-5-carboxylate C1CCC12N(CCC2)C(=O)[O-]